BrC=1C=C(C(=NC1)Cl)OC[C@H]1CN(CC1)C(=O)OC(C)(C)C tert-butyl (3R)-3-[[(5-bromo-2-chloropyridin-3-yl)oxy]methyl]pyrrolidine-1-carboxylate